ClC=1C=C(C=CC1F)NC(N(C(C)C1=CN=C(C2=CC=CC=C12)OC)CC1CC1)=O 3-(3-chloro-4-fluorophenyl)-1-(cyclopropylmethyl)-1-(1-(1-methoxyisoquinolin-4-yl)ethyl)urea